(S)-N-(8'-(azetidin-1-yl)-4'H-spiro[cyclopropane-1,5'-naphtho[2,1-d]isoxazol]-3'-yl)-2,6-dimethoxy-4-(octahydropyrrolo[1,2-a]pyrazine-2-carbonyl)benzenesulfonamide N1(CCC1)C1=CC=C2C3(CC=4C(=NOC4C2=C1)NS(=O)(=O)C1=C(C=C(C=C1OC)C(=O)N1C[C@H]2N(CC1)CCC2)OC)CC3